OC(C(=O)[O-])CCSC.[Na+] Sodium 2-hydroxy-4-methylsulfanyl-butyrate